4,5-bis(4'-bromophenyl)imidazole BrC1=CC=C(C=C1)C=1N=CNC1C1=CC=C(C=C1)Br